COC1=CC=C(C=C1)NC1=CC=C(C=C1)N(C1=CC=CC=C1)C1=CC=CC=C1 N'-(4-methoxyphenyl)-bis-N,N'-phenyl-1,4-phenylenediamine